BrC1=C(C=CC=C1)C1=C(C(=CC(=C1)C)C12CC3CC(CC(C1)C3)C2)OCOC 1-(2'-bromo-5-methyl-2-(methoxymethoxy)-[1,1'-biphenyl]-3-yl)adamantane